tert-butyl (2R,6R)-2-((S)-(3-fluorophenyl)(hydroxy)methyl)-6-propylpiperidine-1-carboxylate FC=1C=C(C=CC1)[C@@H]([C@@H]1N([C@@H](CCC1)CCC)C(=O)OC(C)(C)C)O